2-(4-cyclobutyl-6-methoxypyrimidin-5-yl)-8-(4-(1-methyl-4-(trifluoromethyl)-1H-imidazol-2-yl)benzyl)-[1,2,4]triazolo[1,5-a]pyridine C1(CCC1)C1=NC=NC(=C1C1=NN2C(C(=CC=C2)CC2=CC=C(C=C2)C=2N(C=C(N2)C(F)(F)F)C)=N1)OC